C(C=C)(=O)N1C(CN(CC1)C1=NC(=NC2=CC(=C(C=C12)C1=CC=C(C=C1)Cl)Cl)C)C#N 1-acryloyl-4-(7-chloro-6-(4-chlorophenyl)-2-methylquinazolin-4-yl)piperazine-2-carbonitrile